6-(4-(3-chloro-4-fluorophenyl)-1-(3-fluoro-cyclobutyl)-1H-imidazol-5-yl)imidazo[1,2-b]pyridazine-3-carbonitrile ClC=1C=C(C=CC1F)C=1N=CN(C1C=1C=CC=2N(N1)C(=CN2)C#N)C2CC(C2)F